1-(4-(2-Chloro-5-(1H-tetrazol-5-yl)benzyl)piperazin-1-yl)-3-(3,5-dimethyl-1-(3-methyl-[1,2,4]triazolo[4,3-b]pyridazin-6-yl)-1H-pyrazol-4-yl)propan-1-one ClC1=C(CN2CCN(CC2)C(CCC=2C(=NN(C2C)C=2C=CC=3N(N2)C(=NN3)C)C)=O)C=C(C=C1)C1=NN=NN1